N,N'-dibutyl-N,N'-bis(1,2,2,6,6-pentamethyl-4-piperidyl)-1,3,5-triazine-2,4,6-triamine C(CCC)N(C1=NC(=NC(=N1)N(C1CC(N(C(C1)(C)C)C)(C)C)CCCC)N)C1CC(N(C(C1)(C)C)C)(C)C